FC=1N=CN(C1)C1=CC=CC2=C1C=C(O2)C(=O)Cl 4-(4-fluoro-1H-imidazol-1-yl)benzofuran-2-carboxylic acid chloride